ClC=1C(=C2C(=NC1)NC(=N2)C2=CC=C(C=C2)N2CCN(CC2)CC2=CC=NC=C2)N[C@@H]2CN(CC2)CCC 6-Chloro-N-[(3S)-1-propylpyrrolidin-3-yl]-2-{4-[4-(pyridin-4-ylmethyl)piperazin-1-yl]phenyl}-3H-imidazo[4,5-b]pyridin-7-amine